IC1=CC2=C(N=C(OC2=O)C)C=C1 6-iodo-2-methyl-4H-benzo[d][1,3]oxazin-4-one